(rac)-2-(4,5-dichloro-6-oxopyridazin-1(6H)-yl)butanoic acid ClC=1C=NN(C(C1Cl)=O)[C@@H](C(=O)O)CC |r|